1-(4-(3-chlorophenyl)-3,4-dihydroquinoxalin-1(2H)-yl)-2-(pyrrolidin-1-yl)propan ClC=1C=C(C=CC1)N1CCN(C2=CC=CC=C12)CC(C)N1CCCC1